FC(C1=CC=C(C=C1)NC1=C(C=CC=C1)CC)(F)F 2-(2-((4-(trifluoromethyl)phenyl)amino)phenyl)ethane